C[C@@H]1[C@H]([C@@H]([C@@H]([C@H](O1)OCCCCCC(=O)OC)O)O[C@@H]2[C@H]([C@H]([C@@H]([C@H](O2)CO)O)O)O)NC=O The molecule is a glycoside that consists of an alpha-D-mannose residue linked (1->3) to an N-formyl-alpha-D-perosamine residue which in turn is linked glycosidically to a 5-(methoxycarbonyl)pentyl group. It is a methyl ester, a glycoside and a disaccharide derivative.